bis(4-acryloyloxy-propoxyphenyl)propane C(C=C)(=O)OC1=CC(=C(C=C1)C(C)(C)C1=C(C=C(C=C1)OC(C=C)=O)OCCC)OCCC